FC1=C(C(=CC(=C1)OC1CC2(C1)CCC(CC2)NC)F)C2=NN1C(N=CC=C1NC(C)C(C)C)=N2 2,6-difluoro-4-((7-(methylamino)spiro[3.5]non-2-yl)oxy)phenyl-N-(3-methylbutan-2-yl)-[1,2,4]triazolo[1,5-a]pyrimidin-7-amine